OCC1CNC(O1)=O 5-(hydroxymethyl)oxazolidin-2-one